3-((R)-2-methylbutanamido)-N-((2S)-1-oxo-3-phenyl-1-(6-(pyridin-3-yl)-5,6-dihydropyridin-1(2H)-yl)propan-2-yl)benzamide C[C@@H](C(=O)NC=1C=C(C(=O)N[C@H](C(N2CC=CCC2C=2C=NC=CC2)=O)CC2=CC=CC=C2)C=CC1)CC